2,9-diphenylbenzo[c]Cinnoline C1(=CC=CC=C1)C1=CC2=C(N=NC=3C=CC(=CC23)C2=CC=CC=C2)C=C1